diethyl[2-({1-[(2-methoxynaphthalen-1-yl)sulfonyl]naphthalen-2-yl}oxy)ethyl]amine C(C)N(CCOC1=C(C2=CC=CC=C2C=C1)S(=O)(=O)C1=C(C=CC2=CC=CC=C12)OC)CC